2,5-dibutylthiophene C(CCC)C=1SC(=CC1)CCCC